COC(=O)C1=CC=C2C(=N1)N(C(=N2)CN2CCC(CC2)C=2C=CC=C1C=C[C@@H](OC21)C2=C(C=C(C=C2)Cl)F)C[C@H]2OCC2 2-((4-((R)-2-(4-chloro-2-fluorophenyl)-2H-chromene-8-yl)piperidin-1-yl)methyl)-3-(((S)-oxetane-2-yl)methyl)-3H-imidazo[4,5-b]pyridine-5-carboxylic acid methyl ester